NC=1C(=C(C(=O)OC)C(=CC1)Br)C methyl 3-amino-6-bromo-2-methylbenzoate